C(C#C)OCC(=O)OC(C)(C)C tert-butyl 2-(prop-2-yn-1-yloxy)acetate